COC(=O)C1=COC=C1C(=O)OC furan-3,4-dicarboxylic acid dimethyl ester